methyl (S)-5-amino-4-(5-(4-(dimethoxymethyl)piperidin-1-yl)-4-fluoro-1-oxoisoindolin-2-yl)-5-oxopentanoate NC([C@H](CCC(=O)OC)N1C(C2=CC=C(C(=C2C1)F)N1CCC(CC1)C(OC)OC)=O)=O